N-(t-butoxycarbonyl)-N-methyl-L-alanine C(C)(C)(C)OC(=O)N([C@@H](C)C(=O)O)C